BrC(C(=O)NC1=CC=CC=C1)CCC 2-Bromo-N-phenylpentanamide